Isonicotinyl-carbamat C(C1=CC=NC=C1)NC([O-])=O